FC(S(=O)(=O)NS(=O)(=O)C)(F)F N-(trifluoromethylsulfonyl)methanesulfonamide